NC1=C(C(=NN1C1=C(C=CC(=C1)F)F)C1=CC=C(C=C1)Br)C#N 5-amino-3-(4-bromophenyl)-1-(2,5-difluorophenyl)pyrazole-4-carbonitrile